C(C)(C)(C)[Si](C)(C)OCCN1C=C(C=2N=C(N=CC21)C2=C(C=CC=C2)C(C)C)CC2=CC=C(C=C2)C=2N(C=C(N2)C(F)(F)F)C tert-butyl-[2-[2-(2-isopropylphenyl)-7-[[4-[1-methyl-4-(trifluoromethyl)imidazol-2-yl]phenyl]methyl]pyrrolo[3,2-d]pyrimidin-5-yl]ethoxy]-dimethyl-silane